COC1=C(C=CC(=C1)S(F)(F)(F)(F)F)B1OC(C(O1)(C)C)(C)C 2-[2-methoxy-4-(pentafluoro-λ6-sulfanyl)phenyl]-4,4,5,5-tetramethyl-1,3,2-dioxaborolane